BrC=1C(=C(CNCCCNC2=CC(C3=C(N2)C=CS3)=O)C=C(C1)SC)OCCC1=C(N=CS1)C 5-(3-{3-bromo-5-methylsulfanyl-2-[2-(4-methyl-thiazol-5-yl)-ethoxyl]-benzylamino}-propylamino)-4H-thieno[3,2-b]pyridine-7-one